C(C)(C)(C)OC(=O)N1CC(CCC1)N1N=C(C=2C1=NC=NC2N)I 3-(4-amino-3-iodo-1H-pyrazolo[3,4-d]pyrimidin-1-yl)piperidine-1-carboxylic acid tert-butyl ester